4'-(p-toluenesulfonylamino)-4-hydroxychalcone CC1=CC=C(C=C1)S(=O)(=O)NC1=CC=C(C(/C=C/C2=CC=C(C=C2)O)=O)C=C1